[2,3'-bipyridin]-2'-yl((1S,4S,6R)-6-((5-(trifluoromethyl)pyridin-2-yl)amino)-2-azabicyclo[2.2.1]heptan-2-yl)methanone N1=C(C=CC=C1)C=1C(=NC=CC1)C(=O)N1[C@@H]2[C@@H](C[C@H](C1)C2)NC2=NC=C(C=C2)C(F)(F)F